NC1=C(C(=NC(=C1)C)N(CC1=C(C=C(C=C1)OC)OC)CC1=C(C=C(C=C1)OC)OC)NC(COCC)=O N-[4-amino-2-[bis[(2,4-dimethoxyphenyl)methyl]amino]-6-methyl-3-pyridyl]-2-ethoxy-acetamide